ClC1=CC=C(OC2=CC=C(C=C2)C2=NC=C(C=N2)CNC2=CC(=NC(=C2)C(F)(F)F)C=2C=NNC2)C=C1 N-((2-(4-(4-Chlorophenoxy)phenyl)pyrimidin-5-yl)methyl)-2-(1H-pyrazol-4-yl)-6-(trifluoromethyl)pyridin-4-amine